C(C)C=1C(=CC=C(C1)C)C 5-ethyl-p-xylene